ClC1=NC=C(C(=O)NOCC)C(=C1)NC1=C(C=C(C(=C1)F)C1CC1)NS(=O)(=O)C 6-chloro-4-((4-cyclopropyl-5-fluoro-2-(N-methylsulfonylamino)phenyl)amino)-N-ethoxynicotinamide